Methyl 2-(4-cyanophenyl)-5-fluoroisonicotinate C(#N)C1=CC=C(C=C1)C=1C=C(C(=O)OC)C(=CN1)F